OC1=CC=C(C=C1)C(\C=C/C1=CC=C(C=C1)C(C)C)=O (Z)-1-(4-Hydroxyphenyl)-3-(4-propan-2-ylphenyl)prop-2-en-1-one